8-((4-(cyclobutyl(4-fluoro-2-methoxyphenyl)amino)cyclohexyl)(methyl)amino)-5-methyl-6-oxo-5,6-dihydro-1,5-naphthyridine-2,7-dicarbonitrile C1(CCC1)N(C1CCC(CC1)N(C1=C(C(N(C=2C=CC(=NC12)C#N)C)=O)C#N)C)C1=C(C=C(C=C1)F)OC